C(C1=CC(O)=C(O)C(O)=C1)(=O)[C@]1(O)[C@](O)([C@@](O)([C@](O)([C@H](O1)C(O)C(C1=CC(O)=C(O)C(O)=C1)=O)C(C1=CC(O)=C(O)C(O)=C1)=O)C(C1=CC(O)=C(O)C(O)=C1)=O)C(C1=CC(O)=C(O)C(O)=C1)=O 1,2,3,4,6-Pentagalloyl-β-D-glucose